C(C)(C)(C)NC(C(C=1NC=CC1)N(C(C1=CN=CC=C1)=O)C1=CC=C(C=C1)OC1=CC=C(C=C1)C)=O N-(2-(tert-butylamino)-2-oxo-1-(1H-pyrrol-2-yl)ethyl)-N-(4-(p-tolyloxy)phenyl)nicotinamide